NC(CN1C=C(C(C2=CC(=CN=C12)C1=C(C2=C(NC3=C(C=C(C(=C23)F)F)NC)N=C1)N1CCOCC1)=O)C(=O)O)(C)C 1-(2-amino-2-methyl-propyl)-6-[5,6-difluoro-8-(methylamino)-4-morpholino-9H-pyrido[2,3-b]indol-3-yl]-4-oxo-1,8-naphthyridine-3-carboxylic acid